CS(=O)(=O)C1=CC=C(C=C1)C1=CC=C2C=NC(=NC2=C1)NC1=CC(=CC=C1)N1CCN(CC1)C 7-(4-(methylsulfonyl)phenyl)-N-(3-(4-methylpiperazin-1-yl)phenyl)quinazolin-2-amine